5,7-dinitro-1H-indazole [N+](=O)([O-])C=1C=C2C=NNC2=C(C1)[N+](=O)[O-]